CN1CC2(CC1)C(NCC1=C2N=CN=C1)=O 1'-methyl-5,6-dihydro-7H-spiro[pyrido[4,3-d]pyrimidine-8,3'-pyrrolidin]-7-one